CC=1C=C2C(C=C(OC2=C(C1)C(C)NC1=C(C(=O)O)C=CC=C1)C=1C=C2C(=NC1)C(N(C2)C)=O)=O 2-((1-(6-methyl-2-(6-methyl-7-oxo-6,7-dihydro-5H-pyrrolo[3,4-b]pyridin-3-yl)-4-oxo-4H-chromen-8-yl)ethyl)amino)benzoic acid